1-(5-(4,4-difluoropiperidin-3-yl)-2-methoxypyridin-3-yl)-2,2,2-trifluoroethan-1-amine FC1(C(CNCC1)C=1C=C(C(=NC1)OC)C(C(F)(F)F)N)F